4-(3-(1,1-difluoroethyl)-1-(dispiro[2.0.24.13]heptan-7-ylmethyl)-4-methyl-1H-pyrazole-5-carboxamido)picolinamide FC(C)(F)C1=NN(C(=C1C)C(=O)NC1=CC(=NC=C1)C(=O)N)CC1C2(C13CC3)CC2